C(C)(C)(C)N(C(O)=O)C=1C=C2C(=CC1)[C@@H](OC[C@]21CC=2N=C(N=C(C2CO1)N1CCOCCC1)SC)C.COC=1C=C(C=CC1)C=O |r| (3-methoxyphenyl)methanone tert-butyl-((1SR,4SR)-1-methyl-2'-(methylthio)-4'-(1,4-oxazepan-4-yl)-5',8'-dihydrospiro[isochromane-4,7'-pyrano[4,3-d]pyrimidin]-6-yl)carbamate